FC=1C=C(C=CC1C=1N=C2SC3=C(N2C1)C=CC(=C3)C(NC3CCOCC3)=O)OC(=O)N3CCC(C3)=O (3-fluoro-4-(7-((tetrahydro-2H-pyran-4-yl) carbamoyl) benzo[d]imidazo[2,1-b]thiazol-2-yl) phenyl)-4-oxopyrrolidine-1-carboxylate